6-(4-(tert-butyl)phenoxy)pyridin-3-amine hydrochloride Cl.C(C)(C)(C)C1=CC=C(OC2=CC=C(C=N2)N)C=C1